1-benzyl-4-hydroxypiperidine-4-carboxylic acid C(C1=CC=CC=C1)N1CCC(CC1)(C(=O)O)O